2-methyl-N-(4-(N-(1-(piperidin-4-yl)ethyl)sulfamoyl)naphthalen-1-yl)benzamide CC1=C(C(=O)NC2=CC=C(C3=CC=CC=C23)S(NC(C)C2CCNCC2)(=O)=O)C=CC=C1